5,5'-oxybis(10-trifluoromethyl-2,2-bis(4-methoxyphenyl)-2H-benzo[H]chromene) O(C1=C2C=CC(OC2=C2C(=C1)C=CC=C2C(F)(F)F)(C2=CC=C(C=C2)OC)C2=CC=C(C=C2)OC)C2=C1C=CC(OC1=C1C(=C2)C=CC=C1C(F)(F)F)(C1=CC=C(C=C1)OC)C1=CC=C(C=C1)OC